F[C@@H]1CN(CC[C@@]1(O)C)C1=NC=CC(=N1)NC=1N=CC2=C(C=CC(=C2C1)C(C)C)N1[C@@H]([C@H](C1)CS(=O)(=O)C)C (3R,4S)-3-fluoro-1-[4-({8-[(2R,3S)-3-(methanesulfonylmeth-yl)-2-methylazetidin-1-yl]-5-(propan-2-yl)isoquinolin-3-yl}amino)pyrimidin-2-yl]-4-methylpiperidin-4-ol